[Zr+4].[Si]([O-])([O-])([O-])[O-].[Na+] sodium silicate zirconium